(R)-3-(5-(4-(1-(4-(4-amino-3-(4-phenoxyphenyl)-1H-pyrazolo[3,4-d]pyrimidin-1-yl)piperidine-1-carbonyl)azetidin-3-yl)piperazin-1-yl)-1-oxoisoindolin-2-yl)piperidine-2,6-dione NC1=C2C(=NC=N1)N(N=C2C2=CC=C(C=C2)OC2=CC=CC=C2)C2CCN(CC2)C(=O)N2CC(C2)N2CCN(CC2)C=2C=C1CN(C(C1=CC2)=O)[C@H]2C(NC(CC2)=O)=O